BrC1=CC=C(C=C1)C1CC(=NN1C=1SC=C(N1)C)C1=CC(=CC=C1)C 2-(5-(4-bromophenyl)-3-(3-methylphenyl)-4,5-dihydro-1H-pyrazol-1-yl)-4-methylthiazole